FC=1C=C(C=CC1OC1=CC=NC2=CC(=C(C=C12)OC)OCCN1CC(C1)CO)NC(=O)C1=C2C(=CN(C1=O)C1=CC=C(C=C1)F)CCO2 N-{3-fluoro-4-[(7-{2-[3-(hydroxymethyl)azetidin-1-yl]ethoxy}-6-methoxyquinolin-4-yl)oxy]phenyl}-5-(4-fluorophenyl)-6-oxo-2,3,5,6-tetrahydrofuro[3,2-c]pyridine-7-carboxamide